4-(3,3-dimethylpiperazin-1-yl)-N-(6-methoxy-2-methyl-[1,2,4]triazolo[1,5-a]pyridin-7-yl)-2,3-dihydro-1H-pyrrolo[2,3-b]pyridine-1-carboxamide formate C(=O)O.CC1(CN(CCN1)C1=C2C(=NC=C1)N(CC2)C(=O)NC2=CC=1N(C=C2OC)N=C(N1)C)C